BrC1=CC(=C(C(=C1)F)CN1C(NC=2C=NC=3N=C(C=CC3C21)OC)=O)F 1-((4-bromo-2,6-difluoro-phenyl)methyl)-7-methoxy-3H-imidazo[4,5-c][1,8]Naphthyridin-2-one